(5-Hydroxypent-2-yl)carbamic acid tert-butyl ester C(C)(C)(C)OC(NC(C)CCCO)=O